6-bromo-5-hydroxy-2,4-quinazolindione BrC=1C(=C2C(NC(NC2=CC1)=O)=O)O